anti-arabinose O=C[C@@H](O)[C@H](O)[C@H](O)CO